CC1=NOC=N1 methyl-1,2,4-oxadiazol